(E)-6-(6-(difluoromethoxy)pyridin-3-yl)-N'-((5-fluoro-2-methoxypyridin-4-yl)methylene)pyrazine-2-carbohydrazide FC(OC1=CC=C(C=N1)C1=CN=CC(=N1)C(=O)N/N=C/C1=CC(=NC=C1F)OC)F